FC1([C@H]2CC(C[C@@H]12)COC1=C(C=C(C=N1)S(=O)(=O)NC)C=1N=CN(C1)C)F 6-(((1R,3s,5S)-6,6-difluorobicyclo[3.1.0]hexane-3-yl)methoxy)-N-methyl-5-(1-methyl-1H-imidazole-4-yl)pyridine-3-sulfonamide